FC(C(F)(F)F)(SN1S(C2=C(C1=O)C=CC=C2)(=O)=O)F 2-((perfluoroethyl)thio)benzo[d]isothiazol-3(2H)-one 1,1-dioxide